Tert-butyl N-[[(2S)-4-[3-[1-(2,6-dioxo-3-piperidyl)-3-methyl-2-oxo-benzimidazol-4-yl]propyl] morpholin-2-yl]methyl]-N-methyl-carbamate O=C1NC(CCC1N1C(N(C2=C1C=CC=C2CCCN2C[C@H](OCC2)CN(C(OC(C)(C)C)=O)C)C)=O)=O